C(C(C)C)N(C(C1=C(C=C(C=C1)C)C)=O)C1=CC(=CC=C1)N(CC=1N=CN(C1)COCC[Si](C)(C)C)C N-isobutyl-2,4-dimethyl-N-[3-[methyl-[[1-(2-trimethylsilylethoxymethyl)imidazol-4-yl]methyl]amino]phenyl]benzamide